3-(6-((7-(4,4-difluoropiperidin-1-yl)-7-oxoheptyl)amino)-2-oxobenzo[cd]indol-1(2H)-yl)piperidine-2,6-dione FC1(CCN(CC1)C(CCCCCCNC=1C=2C3=C(C(N(C3=CC1)C1C(NC(CC1)=O)=O)=O)C=CC2)=O)F